3-(1-hydroxy-1-methyl-ethyl)-5-(trifluoromethoxy)benzoic acid methyl ester COC(C1=CC(=CC(=C1)OC(F)(F)F)C(C)(C)O)=O